Cl.Cl.Cl.NC1=NC=C(C(=C1N)N)N 2,3,4,5-tetraaminopyridine trihydrochloride